C(CCCCCCCCC)(=O)O[C@H](CO)COP(=O)([O-])OCC[N+](C)(C)C 2-decanoyl-sn-glycero-3-phosphocholine